C(C)(C)(CC)C1CCC(CC1)CC=O 2-(4-tert-pentylcyclohexyl)acetaldehyde